tert-butyl ((3aR,4R,7S,7aR)-4-(hydroxymethyl)-2,2-dimethyltetrahydro-4H-[1,3]dioxolo[4,5-c]pyran-7-yl)carbamate OC[C@H]1OC[C@@H]([C@@H]2[C@H]1OC(O2)(C)C)NC(OC(C)(C)C)=O